(R or S)-3-fluoropyrrolidin F[C@H]1CNCC1 |o1:1|